4-[[2-(6,6-dioxo-6lambda6-thia-2,5-diazaspiro[3.4]octane-2-carbonyl)-2-azaspiro[3.3]heptan-6-yl]oxy]-2-(trifluoromethyl)benzonitrile O=S1(NC2(CN(C2)C(=O)N2CC3(C2)CC(C3)OC3=CC(=C(C#N)C=C3)C(F)(F)F)CC1)=O